4-(2-(((R)-((S)-6-methyl-2,3-dihydro-1H-pyrido[2,3-b][1,4]oxazin-3-yl)(phenyl)methyl)amino)ethyl)benzonitrile CC=1C=CC2=C(O[C@@H](CN2)[C@@H](C2=CC=CC=C2)NCCC2=CC=C(C#N)C=C2)N1